C(C)(C)(C)OC(=O)N1CC(C1)C1=CC=C(C=C1)N1C(CCCC1)C(=O)O 1-[4-(1-tert-butoxycarbonylazetidin-3-yl)phenyl]piperidine-2-carboxylic Acid